CN1C=C(C=C(C1=O)C)C=1C=C(C=C2CCC(OC12)CC)NS(=O)(=O)CC N-[8-(1,5-dimethyl-6-oxopyridin-3-yl)-2-ethyl-3,4-dihydro-2H-chromen-6-yl]ethanesulfonamide